1-ethylcarbonyl-2,2-dimethyl-4-ethyl-1,2,3,4-tetrahydroquinoline C(C)C(=O)N1C(CC(C2=CC=CC=C12)CC)(C)C